ClC=1C=NN(C1C1=NOC(=C1COC12CCC(CC1)(CC2)C2=NC(=NO2)C2=CC(=NC(=C2)OC)C(=O)O)C2CC2)C 4-(5-(4-((3-(4-chloro-1-methyl-1H-pyrazol-5-yl)-5-cyclopropylisoxazol-4-yl)methoxy)bicyclo[2.2.2]oct-1-yl)-1,2,4-oxadiazol-3-yl)-6-methoxypyridine-2-carboxylic acid